(2S,4R)-1-[(2S)-2-(4-cyclopropyltriazol-1-yl)-3,3-dimethyl-butanoyl]-4-hydroxy-N-[2-(6-methylpyrazin-2-yl)ethyl]pyrrolidine-2-carboxamide C1(CC1)C=1N=NN(C1)[C@H](C(=O)N1[C@@H](C[C@H](C1)O)C(=O)NCCC1=NC(=CN=C1)C)C(C)(C)C